FC=1C=CC(=NC1C(F)(F)F)[C@H](NC(=O)N1[C@@H](C(NCC1)=O)C)C1=CC=C(C=C1)OC(F)(F)F (2R)-N-((R)-(5-fluoro-6-(trifluoromethyl)pyridin-2-yl)(4-(trifluoromethoxy)-phenyl)methyl)-2-methyl-3-oxopiperazine-1-carboxamide